BrC(C(=O)O)CC 2-bromobutanoic acid